8-(4,4-difluoropiperidin-1-yl)quinoline-2,6-diamine FC1(CCN(CC1)C=1C=C(C=C2C=CC(=NC12)N)N)F